6-(4-cyclopropyl-6-methoxypyrimidin-5-yl)-1-((3-(1-isopropyl-4-(trifluoromethyl)-1H-imidazol-2-yl)bicyclo[1.1.1]pentan-1-yl)methyl)-1H-pyrazolo[3,4-d]pyrimidine C1(CC1)C1=NC=NC(=C1C1=NC=C2C(=N1)N(N=C2)CC21CC(C2)(C1)C=1N(C=C(N1)C(F)(F)F)C(C)C)OC